NC1=NC=C(C2=C1C(=NN2C2CN(CC2)C(C=C)=O)C#CC2=CC(=CC(=C2)COC)OC)Cl (3-(4-amino-7-chloro-3-((3-methoxy-5-(methoxymethyl)phenyl)ethynyl)-1H-pyrazolo[4,3-c]pyridin-1-yl)pyrrolidin-1-yl)prop-2-en-1-one